C(C)C(CNCCN)CCCC N-(2-ethylhexyl)-1,2-ethylenediamine